O=C1NC(CCC1N1C(C2=CC=C(C=C2C1=O)N1CCN(CC1)CCC1CCN(CC1)CC=1C=C(OCCN2C=CC3=CC=C(C=C23)C(=O)NO)C=CC1)=O)=O 1-(2-(3-((4-(2-(4-(2-(2,6-dioxopiperidin-3-yl)-1,3-dioxoisoindolin-5-yl)piperazin-1-yl)ethyl)piperidin-1-yl)methyl)phenoxy)ethyl)-N-hydroxy-1H-indole-6-carboxamide